N1=CC=CC2=CN=C(C=C12)CC#N 2-(1,6-naphthyridin-7-yl)acetonitrile